FC=1C=CC(=C2CCCN(C12)C(C)=O)O 1-(8-fluoro-5-hydroxy-3,4-dihydro-2H-quinolin-1-yl)ethanone